CC=1C=C2C(=NC1)NC(=N2)[Si](C(C)C)(C(C)C)C(C)C 6-methyl-2-(triisopropylsilyl)-3H-imidazo[4,5-b]Pyridine